tert-Butyl 6-(2,7-dioxoazepan-3-yl)-5,7-dioxo-2,6-diazaspiro[3.4]octane-2-carboxylate O=C1NC(CCCC1N1C(C2(CN(C2)C(=O)OC(C)(C)C)CC1=O)=O)=O